6-bromo-1-methyl-2-(4-(trifluoromethyl)benzyl)-1H-benzo[d]imidazole BrC=1C=CC2=C(N(C(=N2)CC2=CC=C(C=C2)C(F)(F)F)C)C1